FC(S(=O)(=O)OC1=CC=C(C=C1)C(C(=O)N(C)CCO)N)(F)F 4-(1-Amino-2-((2-hydroxyethyl)(methyl)amino)-2-oxoethyl)phenyl trifluoromethanesulfonate